C(C)(C)(C)OC(=O)N1CC(CC1)N1N=CC(=C1)[N+](=O)[O-].ClC(Cl)[SiH2]CC[SiH2]C(Cl)Cl 1,2-bis(dichloromethylsilyl)ethane tert-Butyl-3-(4-nitro-1H-pyrazol-1-yl)pyrrolidine-1-carboxylate